FC1=CC=C2C=C(C=C(C2=C1F)OS(=O)(=O)C(F)(F)F)O.ClC=1C(N(C(=CC1O)C)C1=CC(=NC=C1Cl)N1N=C(C(=C1)F)C(C)(C)NC(C)=O)=O N-(2-(1-(3,5'-dichloro-4-hydroxy-6-methyl-2-oxo-2H-[1,4'-bipyridyl]-2'-yl)-4-fluoro-1H-pyrazol-3-yl)propan-2-yl)acetamide 7,8-difluoro-3-hydroxynaphthalen-1-yl-triflate